4-chloro-2-(3,4-dimethoxyphenyl)-6-(4-(4-isopropylpiperazin-1-yl)phenyl)-1-methyl-1H-benzo[d]imidazole ClC1=CC(=CC=2N(C(=NC21)C2=CC(=C(C=C2)OC)OC)C)C2=CC=C(C=C2)N2CCN(CC2)C(C)C